ClC=1C=C(C=CC1OC(C)C)C=1C=C2CC(C(C2=CC1F)NC(O[C@@H]1CN2CCC1CC2)=O)(C)C (S)-quinuclidin-3-yl (5-(3-chloro-4-isopropoxyphenyl)-6-fluoro-2,2-dimethyl-2,3-dihydro-1H-inden-1-yl)carbamat